1-((S)-1-(3,4-difluorophenyl)ethyl)-4-oxo-6-((1S,2S)-2-(pyrimidin-2-yl)cyclobutyl)-4,5-dihydro-1H-pyrazolo[3,4-d]pyrimidine-3-carbonitrile FC=1C=C(C=CC1F)[C@H](C)N1N=C(C2=C1N=C(NC2=O)[C@@H]2[C@H](CC2)C2=NC=CC=N2)C#N